Tert-butyl (3R)-3-(5-cyano-2-pyridyl)isoxazolidine-2-carboxylate C(#N)C=1C=CC(=NC1)[C@@H]1N(OCC1)C(=O)OC(C)(C)C